tris-(2-chloroethyl) phosphite P(OCCCl)(OCCCl)OCCCl